[Br-].C[N+]1(CCCC1)CCCl 1-methyl-N-(2-chloroethyl)pyrrolidinium bromide